O[C@@H]1C2(CCC(C1)(CC2)NC(COC=2C=NC(=NC2)OC)=O)NC(COC=2C=NC(=NC2)OC)=O N,N'-[(2S)-2-hydroxybicyclo[2.2.2]octane-1,4-diyl]bis{2-[(2-methoxypyrimidin-5-yl)oxy]acetamide}